(R)-5-(3-(cyclopropylamino)pyrrolidin-1-yl)-N-(2,8-dimethylimidazo[1,2-a]pyridin-6-yl)pyrazine-2-carboxamide C1(CC1)N[C@H]1CN(CC1)C=1N=CC(=NC1)C(=O)NC=1C=C(C=2N(C1)C=C(N2)C)C